C(C)C1=C(C(=CC=C1)CC)N1C(C(CC1(C)C)(C1=CC=CC=C1)C)=[Ru-4](=CC1=C(C=CC(=C1)[N+](=O)[O-])OC(C)C)(I)I (1-(2,6-diethylphenyl)-3,5,5-trimethyl-3-phenylpyrrolidin-2-ylidene)(2-isopropoxy-5-nitrobenzylidene)ruthenium (II) diiodide